2-bromo-N,N,5-trimethyl-3-(2-(4-nitro-1H-pyrazol-1-yl)-1-((2-(trimethylsilyl)ethoxy)methoxy)ethyl)benzamide BrC1=C(C(=O)N(C)C)C=C(C=C1C(CN1N=CC(=C1)[N+](=O)[O-])OCOCC[Si](C)(C)C)C